OC=1C(=CC2=CC=CC=C2C1)C(=O)O 3-hydroxy-2-naphthoic acid